2-(3-methylphenyl)-pyrrolidine CC=1C=C(C=CC1)C1NCCC1